FC1=CC=C(C=C1)C1OC1 2-(4-fluoro-phenyl)oxirane